(1S)-1-[3-[2-(trifluoromethyl)-4-pyridinyl]Isoxazol-5-yl]Ethylamine FC(C1=NC=CC(=C1)C1=NOC(=C1)[C@H](C)N)(F)F